{5-[5-(aminomethyl)(1,3-thiazol-2-yl)]pyrimidin-2-yl}{[(3-chloro(2-pyridyl))cyclobutyl]methyl}amine NCC1=CN=C(S1)C=1C=NC(=NC1)NCC1(CCC1)C1=NC=CC=C1Cl